O1-tert-butyl O4-methyl 4-(3-oxopropyl)piperidine-1,4-dicarboxylate O=CCCC1(CCN(CC1)C(=O)OC(C)(C)C)C(=O)OC